(tetrahydro-pyran-4-yl)-5-(4,4,5,5-tetramethyl-1,3,2-dioxaborolan-2-yl)pyrimidine O1CCC(CC1)C1=NC=C(C=N1)B1OC(C(O1)(C)C)(C)C